4-chloro-6-iodo-1-isopropylpyrazolo[3,4-d]pyrimidine ClC1=C2C(=NC(=N1)I)N(N=C2)C(C)C